2-[2-[4-(8-chloro-3,4-dimethyl-4H-quinazolin-2-yl)phenoxy]ethoxy]acetic acid ClC=1C=CC=C2C(N(C(=NC12)C1=CC=C(OCCOCC(=O)O)C=C1)C)C